C1=CC=CC2=NC3=CC=CC=C3C(=C12)C(=O)OC1=C(C(=C(C(=O)O)C=C1C)[N+](=O)[O-])C 4-((acridine-9-carbonyl)oxy)-3,5-dimethyl-2-nitrobenzoic acid